6-methylenecyclohexene C=C1CCCC=C1